CC1(OCCC(C1)C1=CC2=C(NC(=C2)C(=O)N(C2=CC=CC=C2)C)S1)C 2-[2,2-dimethyltetrahydropyran-4-yl]-N-methyl-N-phenyl-6H-thieno[2,3-b]pyrrole-5-carboxamide